C(CCCCC)C=C(C(=O)OCC(CO)(COCC(CO)(CO)CO)CO)C dipentaerythritol hexyl(methyl)acrylate